C(C=C)OCC=CO allyloxypropenyl alcohol